(1R,3S)-3-(3-amino-1H-pyrazol-5-yl)cyclopentyl (S)-2-methylazetidine-1-carboxylate C[C@@H]1N(CC1)C(=O)O[C@H]1C[C@H](CC1)C1=CC(=NN1)N